ClC1=CC=C(C(=O)NC2=CC(=C(C=C2)C)I)C=C1 4-chloro-N-(3-iodo-4-methylphenyl)Benzamide